ClC1=CC(=C(C=C1)C=1C(=C(C=NC1)CC1=C(C(=NC=C1)N)F)C)F 4-{[5-(4-chloro-2-fluorophenyl)-4-methylpyridin-3-yl]methyl}-3-fluoropyridin-2-amine